3,4-dichloro-2-((S)-3-((R)-piperidin-3-yl)-6,7-dihydro-5H-pyrrolo[2,1-c][1,2,4]triazol-6-yl)phenol ClC=1C(=C(C=CC1Cl)O)[C@@H]1CC2=NN=C(N2C1)[C@H]1CNCCC1